COC=1C(=NC=CC1)[C@@H]1[C@H](O[C@]([C@@H]1C)(C(F)(F)F)C)C(=O)NC1=CC(=NC=C1)C(=O)N (2S,3R,4R,5R)-4-[[3-(3-Methoxy-2-pyridyl)-4,5-dimethyl-5-(trifluoromethyl)tetrahydrofuran-2-carbonyl]amino]pyridin-2-carboxamid